N-isopentyl-2-(3-(4-methoxyphenyl)-6-oxopyridazin-1(6H)-yl)acetamide C(CC(C)C)NC(CN1N=C(C=CC1=O)C1=CC=C(C=C1)OC)=O